(R)-1-(1-propenylpiperidin-3-yl)-4-amino-N-(5-fluorobenzo[d]oxazol-2-yl)-1H-pyrazolo[3,4-d]pyrimidine-3-carboxamide C(=CC)N1C[C@@H](CCC1)N1N=C(C=2C1=NC=NC2N)C(=O)NC=2OC1=C(N2)C=C(C=C1)F